N-(4-(chlorodifluoromethoxy)phenyl)-5-(4-fluoro-2-(5-fluoropyrimidin-2-yl)-2,4-dihydropyrazolo[3',4':3,4]cyclopenta[1,2-b]pyridin-7-yl)-6-((R)-3-fluoropyrrolidin-1-yl)nicotinamide ClC(OC1=CC=C(C=C1)NC(C1=CN=C(C(=C1)C=1C=C2C(=NC1)C(C=1C2=NN(C1)C1=NC=C(C=N1)F)F)N1C[C@@H](CC1)F)=O)(F)F